3-{4-[2,4-bis(trichloromethyl)-s-triazin-6-yl]phenylthio}propionic acid ClC(C1=NC(=NC(=N1)C(Cl)(Cl)Cl)C1=CC=C(C=C1)SCCC(=O)O)(Cl)Cl